CC(C(=O)NC1=CC(=C(C=C1)C(C1=C(C=CC=C1)C)=O)N1N=CC=C1)(C)C 2,2-dimethyl-N-[4-(2-methylbenzoyl)-3-(1H-pyrazol-1-yl)phenyl]propanamide